1-((3S,5R)-1-acryloyl-5-(methoxymethyl)pyrrolidin-3-yl)-3-((4,6-difluoro-1H-benzo[d]imidazol-5-yl)ethynyl)-5-(methylamino)-1H-pyrazole-4-carboxamide C(C=C)(=O)N1C[C@H](C[C@@H]1COC)N1N=C(C(=C1NC)C(=O)N)C#CC1=C(C2=C(NC=N2)C=C1F)F